C(CCCCCCCCCCC)[NH2]=O laurylamine Oxide